4-(((2Z)-5-(3,4-dichlorobenzylidene)-4-oxo-3-phenylthiazolidin-2-ylidene)amino)benzenesulphonamide ClC=1C=C(C=C2C(N(/C(/S2)=N/C2=CC=C(C=C2)S(=O)(=O)N)C2=CC=CC=C2)=O)C=CC1Cl